C(#N)C1=CC=C(CCN[C@H](C(=O)NC2=NC=C(C=C2)C=2C=NN(C2)C)C2=C(C=CC=C2)F)C=C1 |r| (S)- and (R)-2-((4-cyanophenEthyl)amino)-2-(2-fluorophenyl)-N-(5-(1-methyl-1H-pyrazol-4-yl)-pyridin-2-yl)-acetamide